4-(5-chloro-8-hydroxyl-7-nitroquinolin-4-yl)-piperazine ClC1=C2C(=CC=NC2=C(C(=C1)[N+](=O)[O-])O)N1CCNCC1